(S)-3,5-dichloro-4-(2-(3-(cyclopropylmethoxy)-4-(difluoromethoxy)phenyl)-2-(4-methoxy-3-(vinylsulphonylamino)benzoyloxy)ethyl)pyridine ClC=1C=NC=C(C1C[C@H](OC(C1=CC(=C(C=C1)OC)NS(=O)(=O)C=C)=O)C1=CC(=C(C=C1)OC(F)F)OCC1CC1)Cl